1-(3-chloro-2-hydroxy-5-nitrophenyl)-2-methylpropan-1-one ClC=1C(=C(C=C(C1)[N+](=O)[O-])C(C(C)C)=O)O